methyl 4-((6'-fluoro-5-nitro-[2,3'-bipyridin]-6-yl)amino)benzoate FC1=CC=C(C=N1)C1=NC(=C(C=C1)[N+](=O)[O-])NC1=CC=C(C(=O)OC)C=C1